[Gd].[Ti].[Ga] gallium-titanium-gadolinium